N-(1-(2,4-difluorophenyl)-4-(6-(piperidin-1-yl)hexyl)-1H-imidazol-2-yl)-3-(1H-pyrazol-4-yl)benzamide FC1=C(C=CC(=C1)F)N1C(=NC(=C1)CCCCCCN1CCCCC1)NC(C1=CC(=CC=C1)C=1C=NNC1)=O